(S)-N-(2-cyclopropyl-5-(difluoromethyl)phenyl)-3-(3-fluoro-4-methylphenyl)-3-(1,2,4-thiadiazol-5-yl)pyrrolidine-1-carboxamide C1(CC1)C1=C(C=C(C=C1)C(F)F)NC(=O)N1C[C@@](CC1)(C1=NC=NS1)C1=CC(=C(C=C1)C)F